FS(CC(C)(C1=CC=CC=C1)OC)(F)(F)(F)F Pentafluoro-(2-methoxy-2-phenylpropyl)-λ6-sulphane